C(C)OC(=O)[C@@H]1[C@H](OC2=C1C=C(C=C2)\C=C\C(=O)OC)C2=CC=C(C=C2)O.NC2=CC=C(C=C2)CCNC(C2=CC=C(C=C2)C2=NNC(=C2)C2=CC=C(C=C2)O)=O N-(4-aminophenylethyl)-4-(5-(4-hydroxyphenyl)-1H-pyrazol-3-yl)benzamide ethyl-(2S,3S)-2-(4-hydroxyphenyl)-5-((E)-3-methoxy-3-oxoprop-1-en-1-yl)-2,3-dihydrobenzofuran-3-carboxylate